CC1=NC=2N(C=C1)N=CC2C(=O)OCC Ethyl 5-methylpyrazolo[1,5-a]pyrimidine-3-carboxylate